O1COC2=CC3=C(N=C(S3)C3=C(SC=4CN(CCC43)C(=O)OC(C)(C)C)NC(C=C)=O)C=C21 tert-Butyl 3-([1,3]dioxolo[4',5':4,5]benzo[1,2-d]thiazol-6-yl)-2-acrylamido-4,7-dihydrothieno[2,3-c]pyridine-6(5H)-carboxylate